C(#N)C1=C(CN([C@H]2CN(CCC2)C(=O)OC(C)(C)C)CC2=C(C=CC(=C2)F)C#N)C=C(C=C1)F (R)-3-(bis(2-cyano-5-fluorobenzyl))amino-1-Boc-piperidine